C[C@@H]1CNC(N1C1=NC=CC=N1)=O (R)-5-methyl-1-(pyrimidin-2-yl)imidazolidin-2-one